S1C(=NC2=C1C=CC=C2)NC2=C(C1=C(N=N2)N(CCC1)C=1SC(=C(N1)C(=O)OC)CCCOC1=C(C=C(C=C1)N1CCN(CC1)C)F)C methyl 2-{3-[(1,3-benzothiazol-2-yl)amino]-4-methyl-5H,6H,7H,8H-pyrido[2,3-c]pyridazin-8-yl}-5-{3-[2-fluoro-4-(4-methylpiperazin-1-yl)phenoxy]propyl}-1,3-thiazole-4-carboxylate